C(C)(=O)NC(NC=1C(=C(C(=O)OC)C=CC1C)C)=S Methyl 3-(3-acetylthioureido)-2,4-dimethylbenzoate